tert-Butyl N-[2-[(5,9-difluoro-7-formyl-7,8-dihydro-6H-cyclopenta[g]quinoxalin-3-yl)amino]ethyl]-N-methyl-carbamate FC1=C2C(=C(C=3N=CC(=NC13)NCCN(C(OC(C)(C)C)=O)C)F)CC(C2)C=O